BrC1=NN(C(C2=CC=C(C=C12)Br)=O)CC(=O)NC1=NC=C(C=N1)C 2-(4,6-dibromo-1-oxophthalazin-2(1H)-yl)-N-(5-methylpyrimidin-2-yl)acetamide